(1S,2R,5R)-3-(2-(2-Amino-3-chloro-5-fluoroquinolin-7-yl)ethyl)-5-(1H-pyrrolo[3,2-c]pyridin-1-yl)cyclopent-3-ene-1,2-diol NC1=NC2=CC(=CC(=C2C=C1Cl)F)CCC=1[C@H]([C@H]([C@@H](C1)N1C=CC=2C=NC=CC21)O)O